3-[4-[1-[2-(3,3-difluoro-4-piperidinyl)acetyl]-4-piperidinyl]anilino]piperidine-2,6-dione FC1(CNCCC1CC(=O)N1CCC(CC1)C1=CC=C(NC2C(NC(CC2)=O)=O)C=C1)F